3-amino-5-(1-ethylimidazol-4-yl)-N-[2-[2-[[2-[4-[2-fluoro-5-[(4-oxo-3H-phthalazin-1-yl)methyl]benzoyl]piperazin-1-yl]-2-oxo-ethyl]amino]ethoxy]ethyl]pyridine-2-carboxamide NC=1C(=NC=C(C1)C=1N=CN(C1)CC)C(=O)NCCOCCNCC(=O)N1CCN(CC1)C(C1=C(C=CC(=C1)CC1=NNC(C2=CC=CC=C12)=O)F)=O